FC(C(=O)O)(F)F.C1NCC12CC(C2)O 2-azaspiro[3.3]heptan-6-ol trifluoroacetic acid salt